C(C)(C)(C)OC(NC1=C(C(=CC=C1)Br)CO)=O (3-Bromo-2-(hydroxymethyl)phenyl)carbamic acid tert-butyl ester